1-(((5s,7s)-3-(6-ethoxy-4-methylpyridazin-3-yl)-7-methyl-2-oxo-1-oxa-3-azaspiro[4.5]decan-7-yl)methyl)-1H-benzo[d]imidazole-6-carbonitrile C(C)OC1=CC(=C(N=N1)N1C(O[C@]2(C1)C[C@@](CCC2)(C)CN2C=NC1=C2C=C(C=C1)C#N)=O)C